ClC=1C=C2C(=C(C(NC2=CC1)=O)C1=NNC(C1)C=1C=C2C=NN(C2=CC1)C)C1=CC=CC=C1 6-chloro-3-[5-(1-methylindazol-5-yl)-4,5-dihydro-1H-pyrazol-3-yl]-4-phenyl-1H-quinolin-2-one